1-(2-(azetidin-3-yl)-2-azaspiro[3.3]heptan-6-yl)-3-(4-phenoxyphenyl)-1H-pyrazolo[3,4-d]pyrimidin-4-amine N1CC(C1)N1CC2(C1)CC(C2)N2N=C(C=1C2=NC=NC1N)C1=CC=C(C=C1)OC1=CC=CC=C1